disuccinate potassium [K+].C(CCC(=O)[O-])(=O)[O-].C(CCC(=O)[O-])(=O)[O-].[K+].[K+].[K+]